5-(5,6-difluoro-1H-indole-2-carbonyl)-N-{1-[(difluoromethoxy)methyl]cyclopropyl}-6-methyl-4H,5H,6H,7H-pyrazolo[1,5-a]pyrazine-3-carboxamide FC=1C=C2C=C(NC2=CC1F)C(=O)N1CC=2N(CC1C)N=CC2C(=O)NC2(CC2)COC(F)F